2,5-bis(tert-butyl-peroxy)-2,5-dimethylhexane C(C)(C)(C)OOC(C)(CCC(C)(C)OOC(C)(C)C)C